Methyl 2-((tert-butoxycarbonyl)amino)-5-iodothiazole-4-carboxylate C(C)(C)(C)OC(=O)NC=1SC(=C(N1)C(=O)OC)I